4-((dimethylamino)methyl)-2-fluorobenzenesulfonamide CN(C)CC1=CC(=C(C=C1)S(=O)(=O)N)F